4-([1,1'-biphenyl]-4-yl)-6-(4'-chloro-[1,1'-biphenyl]-3-yl)-2-phenylpyrimidine C1(=CC=C(C=C1)C1=NC(=NC(=C1)C=1C=C(C=CC1)C1=CC=C(C=C1)Cl)C1=CC=CC=C1)C1=CC=CC=C1